cyclopent-3-en-1-amine HCl Cl.C1(CC=CC1)N